7-fluoro-5-(hydroxymethyl)-3,4-dihydroisoquinoline-2(1H)-carboxylic acid tert-butyl ester C(C)(C)(C)OC(=O)N1CC2=CC(=CC(=C2CC1)CO)F